(5-(4-cyanophenyl)-1H-pyrazol-3-yl)indoline-2-carboxamide C(#N)C1=CC=C(C=C1)C1=CC(=NN1)N1C(CC2=CC=CC=C12)C(=O)N